N6-(tert-butoxycarbonyl)-N2-((6-(2-(methylthio)pyrimidine-5-carboxamido)hexanoyl)-L-valyl)-L-lysine C(C)(C)(C)OC(=O)NCCCC[C@H](NC([C@@H](NC(CCCCCNC(=O)C=1C=NC(=NC1)SC)=O)C(C)C)=O)C(=O)O